CC1(CCN(CC1)C=1OC2=C(C=C(C=C2C(C1)=O)C)C(C)NC1=C(C(=O)OC)C=CC=C1)C Methyl 2-[1-[2-(4,4-dimethyl-1-piperidyl)-6-methyl-4-oxo-chromen-8-yl]ethylamino]benzoate